dimethyl-(1-diazo-2-oxopropyl)phosphonate COP(OC)(=O)C(C(C)=O)=[N+]=[N-]